methyl 6-amino-5-chloronicotinate NC1=NC=C(C(=O)OC)C=C1Cl